3-(1-methyl-1H-imidazol-2-yl)propan-1-ol CN1C(=NC=C1)CCCO